(4-(benzyl-(phenyl)carbamoyl)-2-methoxyphenyl)-[1,1'-biphenyl]-2-carboxamide C(C1=CC=CC=C1)N(C(=O)C1=CC(=C(C=C1)C1=C(C(=CC=C1)C1=CC=CC=C1)C(=O)N)OC)C1=CC=CC=C1